C1(=CC=CC=C1)[C@@H]([C@H](C)OC([C@@H](NC(=O)C1=NC=CC(=C1OC(C)=O)OC)C)=O)C (3-acetoxy-4-methoxypyridinoyl)-L-alanine (2s,3s)-3-phenylbut-2-yl ester